3-bromo-5-chloro-6-fluoro-2,4-dimethylpyridine BrC=1C(=NC(=C(C1C)Cl)F)C